1-(4-acetyl-2,6-diethoxyphenyl)-2,2,2-trifluoroethane-1-one C(C)(=O)C1=CC(=C(C(=C1)OCC)C(C(F)(F)F)=O)OCC